1-({[(6-chloro-4-fluoropyridin-3-yl)methyl](4-methoxybenzyl)amino}methyl)cyclopropanol ClC1=CC(=C(C=N1)CN(CC1=CC=C(C=C1)OC)CC1(CC1)O)F